Trimethylolpropane tris(chloroformate) ClC(=O)O.ClC(=O)O.ClC(=O)O.C(O)C(CC)(CO)CO